2'-Fluoro-6-hydroxy-5-nitrobiphenyl-3-carbonitril FC1=C(C=CC=C1)C1=CC(=CC(=C1O)[N+](=O)[O-])C#N